1-((3-((4-(4-amino-2,3-dihydro-1H-inden-5-yl)pyridin-2-yl)oxy)-cyclopentyl)methyl)-N,N-bis(4-methoxybenzyl)-1H-pyrazole-3-sulfonamide NC1=C2CCCC2=CC=C1C1=CC(=NC=C1)OC1CC(CC1)CN1N=C(C=C1)S(=O)(=O)N(CC1=CC=C(C=C1)OC)CC1=CC=C(C=C1)OC